(R)-2-(3-(4-amino-2-oxo-3-(4-phenoxyphenyl)-2,3-dihydroimidazo[4,5-c]pyridin-1-yl)piperidine-1-carbonyl)-4,4-dimethylpent-2-enenitrile NC1=NC=CC2=C1N(C(N2[C@H]2CN(CCC2)C(=O)C(C#N)=CC(C)(C)C)=O)C2=CC=C(C=C2)OC2=CC=CC=C2